3-(4-(1H-pyrrol-1-yl)phenyl)-1-propylcyclopentane-1-carboxylic acid N1(C=CC=C1)C1=CC=C(C=C1)C1CC(CC1)(C(=O)O)CCC